[Si](C)(C)(C(C)(C)C)OCC12CCC(CC1)(N2C(=O)OC(C)(C)C)COCC2=CC=C(C=C2)Cl tert-Butyl 1-(((tert-butyldimethylsilyl)oxy)methyl)-4-(((4-chlorobenzyl)-oxy)methyl)-7-azabicyclo[2.2.1]heptane-7-carboxylate